phenyl-[2,3'-bipyridine] C1(=CC=CC=C1)C=1C(=NC=CC1)C=1C=NC=CC1